S(=O)(=O)(O)C1=C(C=CC=C1)C(=O)O o-sulfobenzenecarboxylic acid